COC=1C=C(C=C(C1CN1[C@H](CC1)CNC)OC)C1=CN(C(C2=CN=CC=C12)=O)C 4-(3,5-dimethoxy-4-[[(2R)-2-[(methylamino)methyl]azetidin-1-yl]methyl]phenyl)-2-methyl-2,7-naphthyridin-1-one